9-(4-Methoxyphenyl)-1H-phenalen-1-one COC1=CC=C(C=C1)C1=CC=C2C=CC=C3C=CC(C1=C32)=O